CC(COC=1C=C(C=CC1)C(CC(C(=O)OC)=O)=O)C Methyl 4-[3-(2-methylpropoxy)-phenyl]-2,4-dioxobutanoate